ClC1=CC=C(CNC(NCCCCCC(=O)NC2=C(C=CC=C2)F)=O)C=C1 6-(3-(4-chlorobenzyl)ureido)-N-(2-fluorophenyl)hexanamide